C1=CC=CC2=CC3=CC=CC=C3C(=C12)[N+]1=CC=CC=C1 N-(9-anthryl)pyridinium